1-(3-(5-cyclopropyl-2-(3-((dimethylamino)methyl)phenylamino)pyrimidin-4-ylamino)propyl)piperidin-2-one C1(CC1)C=1C(=NC(=NC1)NC1=CC(=CC=C1)CN(C)C)NCCCN1C(CCCC1)=O